6-cyclopropoxy-3-fluoro-4-(3-methyl-3-(pyrrolidin-1-yl)but-1-yn-1-yl)benzonitrile C1(CC1)OC1=CC(=C(C=C1C#N)F)C#CC(C)(N1CCCC1)C